NC=1C=CC(=C(C1)S(=O)(=O)NC(C)(C)C)C1=CN=C(S1)N1C=CC(=CC=C1)N 5-amino-2-[2-(4-aminoazepin-1-yl)thiazol-5-yl]-N-t-butylbenzenesulfonamide